N-(4-((S*)-1-((R)-2-(4-bromo-3-cyanobenzoyl)-3-methyl-10-oxo-1,2,3,4,7,8-hexahydropyrido[4',3':3,4]pyrazolo[1,5-a]pyrazin-9(10H)-yl)ethyl)phenyl)acetamide BrC1=C(C=C(C(=O)N2CC=3C(=NN4C3C(N(CC4)[C@@H](C)C4=CC=C(C=C4)NC(C)=O)=O)C[C@H]2C)C=C1)C#N |o1:18|